FC(C(CI)F)F 1,1,2-trifluoro-3-iodo-propane